COC1=CC=C(C=N1)CN1[C@@H](CNCC1)C(F)(F)F (S)-1-((6-methoxypyridin-3-yl)methyl)-2-(trifluoromethyl)piperazine